sodium (2-fluoro-5-morpholinophenyl) methanesulfonate CS(=O)(=O)OC1=C(C=CC(=C1)N1CCOCC1)F.[Na]